(5'S,7a'R)-5'-(1-methyl-1H-pyrazol-3-yl)-3-[(6-methylpyridin-3-yl)oxy]tetrahydro-3'H-spiro[cyclobutane-1,2'-pyrrolo[2,1-b][1,3]oxazol]-3'-one CN1N=C(C=C1)[C@@H]1CC[C@H]2OC3(C(N21)=O)CC(C3)OC=3C=NC(=CC3)C